monobromodigermane Br[GeH2][GeH3]